C1(CC1)N\C=C/1\C(OC2=C(C1=O)C=CC=C2)CC2=CN=C(O2)C2=CC=C(C=C2)I (Z)-3-((cyclopropylamino)methylene)-2-((2-(4-iodophenyl)oxazol-5-yl)methyl)benzopyran-4-one